C(C)(C)(C)OC(=O)N[C@H]1CN(CC1)C(C(=O)O)CCCCCC 2-((R)-3-((tert-butoxycarbonyl)amino)pyrrolidin-1-yl)octanoic acid